C(C)(C)(C)OC(=O)N1CC2CCC(C1)N2CC(=O)NC(C)(C)C 8-[2-(tert-butylamino)-2-oxo-ethyl]-3,8-diazabicyclo[3.2.1]octane-3-carboxylic acid tert-butyl ester